2,2-methylenediphenyl diisocyanate C1=CC=C(C(=C1)CC2=CC=CC=C2N=C=O)N=C=O